7-cyclopropyl-2-(2,6-dioxopiperidin-3-yl)-3-oxo-isoindolin-5-yl triflate O(S(=O)(=O)C(F)(F)F)C=1C=C2C(N(CC2=C(C1)C1CC1)C1C(NC(CC1)=O)=O)=O